C(#N)C1=C(C=CC(=C1)F)N(C(CN1C(C2=CC=CC=C2C1=O)=O)=O)C N-(2-cyano-4-fluorophenyl)-2-(1,3-dioxoisoindolin-2-yl)-N-methylacetamide